CN1N=C(C2=CC=CC(=C12)OC1CCN(CC1)C(CC1CCN(CC1)C)=O)C1C(NC(CC1)=O)=O 3-(1-methyl-7-((1-(2-(1-methylpiperidin-4-yl)acetyl)piperidin-4-yl)oxy)-1H-indazol-3-yl)piperidine-2,6-dione